2-[1-[4-[2-[1-(6,7-dihydro-5H-pyrrolo[1,2-c]imidazol-1-yl)-2-oxo-2-(thiazol-2-ylamino)ethyl]-7-fluoro-indazol-6-yl]phenyl]-4-hydroxy-4-piperidinyl]acetic acid hydrochloride salt Cl.C1(=C2N(C=N1)CCC2)C(C(NC=2SC=CN2)=O)N2N=C1C(=C(C=CC1=C2)C2=CC=C(C=C2)N2CCC(CC2)(O)CC(=O)O)F